BrCCCCCCCCN1CCC(CC1)(O)CNC(=O)C1=NN(C(=C1)NC(C1=C(C=C(C(=C1)C1=NC=CC=C1)Cl)Cl)=O)C1=CC=CC=C1 N-[[1-(8-bromooctyl)-4-hydroxy-4-piperidyl]methyl]-5-[[2,4-dichloro-5-(2-pyridyl)benzoyl]amino]-1-phenyl-pyrazole-3-carboxamide